C(C)(=O)C1=NN(C=C1)CC(=O)N1[C@@H](C[C@H](C1)F)C(=O)NC1=NC(=CC=C1)Br (2S,4R)-1-(2-(3-acetyl-1H-pyrazol-1-yl)acetyl)-N-(6-bromopyridin-2-yl)-4-fluoropyrrolidine-2-carboxamide